2-tert-Butyl 8-ethyl (3R)-11,11-difluoro-3-methyl-1,3,4,7,8,9,10,11-octahydro-2H-pyrido-[4',3':3,4]pyrazolo[1,5-a]azepine-2,8-dicarboxylate FC1(C=2N(CC(CC1)C(=O)OCC)N=C1C2CN([C@@H](C1)C)C(=O)OC(C)(C)C)F